BrC=1C=CC=C2C=C(C=C(C12)N1CC=2N=C(N=C(C2CC1)OCC1=C(C=CC=C1)[N+](=O)[O-])OCC1(CC1)CN(C)C)OCOC 1-(1-(((7-(8-bromo-3-(methoxymethoxy)naphthalen-1-yl)-4-((2-nitrobenzyl)oxy)-5,6,7,8-tetrahydropyrido[3,4-d]pyrimidin-2-yl)oxy)methyl)cyclopropyl)-N,N-dimethylmethanamine